FC(F)(F)C=1C(=C(C(=C(C1)C1=CC=C(C=C1)C1=CC=CC=C1)C(F)(F)F)C(F)(F)F)C(F)(F)F tetrakis(trifluoromethyl)-[1,1':4',1''-terphenyl]